7-Bromo-1-isopropyl-1H-benzo[d]imidazole-5-carboxylic acid BrC1=CC(=CC2=C1N(C=N2)C(C)C)C(=O)O